COC1=CC=C(C=C1)COC1=CC=C(C=C1)CCOC 1-methoxy-4-((4-(2-methoxyethyl)phenoxy)methyl)benzene